ClC1=CC=C(C=C1)C1=NC(C=2N(C3=C1C(=C(S3)C)C)C(=NN2)C)CC(=O)OC methyl [4-(4-chlorophenyl)-2,3,9-trimethyl-6H-thieno[3,2-f][1,2,4]triazolo[4,3-a][1,4]diazepin-6-yl]acetate